CNC=1C=C2C(=NC(=NC2=CC1)C)N[C@H](C)C1=C(C(=CC=C1)C(F)(F)F)C (R)-N6,2-dimethyl-N4-(1-(2-methyl-3-(trifluoromethyl)phenyl)ethyl)quinazoline-4,6-diamine